C(C)C=1C(=CC2=C(N(C(N2)=O)[C@H]2CN(CCC2)CC2CCOCC2)C1)C=1C=C(C=2N(C1)N=CN2)OC (R)-6-ethyl-5-(8-methoxy-[1,2,4]triazolo[1,5-a]pyridin-6-yl)-1-(1-((tetrahydro-2H-pyran-4-yl)methyl)piperidin-3-yl)-1,3-dihydro-2H-benzo[d]imidazol-2-one